(6aR)-8-acryloyl-4-chloro-3-(2-fluoro-6-hydroxyphenyl)-1-(6-oxohexahydropyrrolo[1,2-a]pyrazin-2(1H)-yl)-6,6a,7,8,9,10-hexahydro-12H-pyrazino[2,1-c]pyrido[3,4-f][1,4]oxazepin-12-one C(C=C)(=O)N1C[C@@H]2COC3=C(C(N2CC1)=O)C(=NC(=C3Cl)C3=C(C=CC=C3O)F)N3CC1N(CC3)C(CC1)=O